FC=1C=NC(N(C1)C1=CC=C(C=C1)C(F)(F)F)N1C(=NC2=C1C=C(C=C2)F)C 5-fluoro-2-(6-fluoro-2-methyl-1H-benzimidazol-1-yl)-N-[4-(trifluoromethyl)phenyl]pyrimidine